(2-methyl-4-(2,2,2-trifluoroethoxy)phenyl)benzamide CC1=C(C=CC(=C1)OCC(F)(F)F)C1=C(C(=O)N)C=CC=C1